COC(C1=CC(=C(C=C1)B1OC(C(O1)(C)C)(C)C)OC(F)(F)F)=O.COC1=C(C=C2C(=CC=NC2=C1)OC1=CC(=CC(=C1)O[C@@H]1COCC1)OC)C(=O)N (S)-7-methoxy-4-(3-methoxy-5-((tetrahydrofuran-3-yl)oxy)phenoxy)quinoline-6-carboxamide methyl-4-(4,4,5,5-tetramethyl-1,3,2-dioxaborolan-2-yl)-3-(trifluoromethoxy)benzoate